ClC1=C(C=CC=C1)[C@@H](CC)NC1=CC(=C(C(=O)N[C@H](C)\C=C\S(=O)(=O)C)C=C1)F 4-(((R)-1-(2-chlorophenyl)propyl)amino)-2-fluoro-N-((R,E)-4-(methylsulfonyl)but-3-en-2-yl)benzamide